COC(C1=C(C=C(C(=C1)F)C(F)(F)F)NC1=C(C=C(C=C1)F)C(CC)N(CCC1=NC(=CC=C1[N+](=O)[O-])OC)C(=O)OC(C)(C)C)=O ((2-(1-((tert-Butoxycarbonyl)(2-(6-methoxy-3-nitropyridin-2-yl)ethyl)-amino)propyl)-4-fluorophenyl)amino)-5-fluoro-4-(trifluoromethyl)-benzoic acid methyl ester